(R)-1-(1-(3-chloro-4-(2-(1-cyanocyclopropyl)pyridin-3-yl)phenyl)-2-(methyl-sulfonyl)-ethyl)-3-(2-ethynylthiazol-4-yl)urea ClC=1C=C(C=CC1C=1C(=NC=CC1)C1(CC1)C#N)[C@H](CS(=O)(=O)C)NC(=O)NC=1N=C(SC1)C#C